2-(difluoromethyl)-5-(6-((4-(1-(2-fluoro-2-methylpropyl)piperidin-4-yl)-1H-1,2,3-triazol-1-yl)methyl)pyridin-3-yl)-1,3,4-oxadiazole FC(C=1OC(=NN1)C=1C=NC(=CC1)CN1N=NC(=C1)C1CCN(CC1)CC(C)(C)F)F